3-(2-chloro-5-fluoropyrimidin-4-yl)-5-methoxy-1-methyl-1H-indole ClC1=NC=C(C(=N1)C1=CN(C2=CC=C(C=C12)OC)C)F